(isopropyl)[(isopropyl)benzofuropyridinyl]pyridine C(C)(C)C=1C(=NC=CC1)C1=NC2=C(C=C1C(C)C)OC1=C2C=CC=C1